(1R,3r,5S)-3-((5-cyclopropyl-3-(2,6-dichlorophenyl)isoxazol-4-yl)methoxy)-8-azabicyclo[3.2.1]octane-8-sulfonamide C1(CC1)C1=C(C(=NO1)C1=C(C=CC=C1Cl)Cl)COC1C[C@H]2CC[C@@H](C1)N2S(=O)(=O)N